azepanylium N1[CH+]CCCCC1